(-)-(2,7-di-tert-butyl-9,9-dimethyl-9H-xanthene-4,5-diyl)bis((4-methylphenyl)(phenyl)phosphine) C(C)(C)(C)C1=CC=2C(C3=CC(=CC(=C3OC2C(=C1)P(C1=CC=CC=C1)C1=CC=C(C=C1)C)P(C1=CC=CC=C1)C1=CC=C(C=C1)C)C(C)(C)C)(C)C